6-(6-(piperidin-1-yl)pyridin-3-yl)indolin-2-one N1(CCCCC1)C1=CC=C(C=N1)C1=CC=C2CC(NC2=C1)=O